2-((trans-4-((4-(2-cyclopropyloxazol-4-yl)pyridine-2-yl)((trans-4-(4-methoxy-3-methylphenyl) cyclohexyl)methyl) carbamoyl)cyclohexyl)amino)-2-oxoethyl acetate C(C)(=O)OCC(=O)N[C@@H]1CC[C@H](CC1)C(N(C[C@@H]1CC[C@H](CC1)C1=CC(=C(C=C1)OC)C)C1=NC=CC(=C1)C=1N=C(OC1)C1CC1)=O